C1(CC\C=C/CCC1)CNC1=CC=C(C=C1)OC (Z)-N-(cycloocta-4-en-1-ylmethyl)-4-methoxyaniline